CC1(C2C(N(C(C12)=O)CC1=CC2=NC=CC(=C2S1)C=1C(=NC=C(C1)C(F)(F)F)C[C@@H]1CN(CCO1)C(=O)OC(C)(C)C)=O)C Tert-Butyl (2r)-2-((3-(2-((6,6-Dimethyl-2,4-Dioxo-3-Azabicyclo[3.1.0]Hexan-3-Yl)Methyl)Thieno[3,2-B]Pyridin-7-Yl)-5-(Trifluoromethyl)Pyridin-2-Yl)Methyl)Morpholine-4-Carboxylate